2-hydroxy-5-(3,7-dihydroxy-3,4-dihydro-2H-chromen-2-yl)phenolate OC1=C(C=C(C=C1)C1OC2=CC(=CC=C2CC1O)O)[O-]